FC(C1=NN(C(=C1)C)CC(=O)N1CCC(CC1)C1=CC(=NC=C1)C(=O)NC1CCCC2=CC=CC=C12)F 4-[1-[2-[3-(difluoromethyl)-5-methylpyrazol-1-yl]acetyl]-4-piperidinyl]-N-tetrahydronaphthalen-1-ylpyridin-2-carboxamide